ClCCCCOC1=CC=CC=2ONOC21 4-(4-chlorobutoxy)benzo[d][1,3]dioxazole